5-(4-(morpholinomethyl)phenyl)-N-(3-(piperidin-1-yl)propyl)thieno[3,2-b]pyridin-7-amine O1CCN(CC1)CC1=CC=C(C=C1)C1=CC(=C2C(=N1)C=CS2)NCCCN2CCCCC2